4,8,15,22,25-pentaoxo-3,6,9,16,23,26-hexaazadotriacontan-32-oic Acid O=C(NCC)CNCC(NCCCCCC(NCCCCCC(NCC(NCCCCCC(=O)O)=O)=O)=O)=O